C(C)(C)(C)OC(=O)N1CCC(CC1)CNC1=NN2C(C=3OCCN(C13)C)=NC(=C2C2=CC(=NC=C2)Cl)C 4-{[3-(2-Chloro-pyridin-4-yl)-2,6-dimethyl-7,8-dihydro-6H-9-oxa-1,3a,4,6-tetraaza-cyclopenta[a]naphthalen-5-ylamino]-methyl}-piperidine-1-carboxylic acid tert-butyl ester